tert-butyl 3-[[(1S)-2-methoxy-2-oxo-1-[[(3S)-2-oxo-3-piperidyl]methyl]ethyl]carbamoyl]-2-aza-5-silaspiro[4.4]nonane-2-carboxylate COC([C@H](C[C@H]1C(NCCC1)=O)NC(=O)C1N(C[Si]2(C1)CCCC2)C(=O)OC(C)(C)C)=O